Ytterbium oxalate C(C(=O)[O-])(=O)[O-].[Yb+3].C(C(=O)[O-])(=O)[O-].C(C(=O)[O-])(=O)[O-].[Yb+3]